1,3,5-tris(di(ethenylsulfanyl)bismuthanyl)benzene C(=C)S[Bi](C1=CC(=CC(=C1)[Bi](SC=C)SC=C)[Bi](SC=C)SC=C)SC=C